isoquinolin-1(2H)-one hydrochloride Cl.C1(NC=CC2=CC=CC=C12)=O